ethyl-2-(aminomethyl)-4,4,4-trifluorobutanoate C(C)OC(C(CC(F)(F)F)CN)=O